C1(CCCC1)N1N=NC2=C1C=CC(=C2)C(=N)NO 1-cyclopentyl-N-hydroxy-1H-1,2,3-benzotriazole-5-carboxamidine